4,6-dinitrom-xylene [N+](=O)([O-])C1=C(C=C(C(=C1)[N+](=O)[O-])C)C